4-(3-pyridyl)isopropylphenol N1=CC(=CC=C1)C1=CC(=C(C=C1)O)C(C)C